C(CCC)O[Sn](OCCCC)(OCCCC)OCCCC tetra-n-butoxytin(IV)